2-((((cis)-4-hydroxycyclohexyl)thio)methyl)-8-methylquinazolin-4(3H)-one O[C@H]1CC[C@H](CC1)SCC1=NC2=C(C=CC=C2C(N1)=O)C